C(CC1=CC=CC=C1)OC1=CC=C2C=CN(C2=C1)CCNC(CO)(CO)C 2-((2-(6-phenethoxy-1H-indol-1-yl)ethyl)amino)-2-methylpropane-1,3-diol